ClC1=C(C(=NC=C1[N+](=O)[O-])NS(=O)(=O)C1=CC=CC=C1)C#CC=1C(=NN(C1)C)OC N-(4-Chloro-3-((3-methoxy-1-methyl-1H-pyrazol-4-yl)ethynyl)-5-nitropyridin-2-yl)benzenesulfonamide